5-(2-chloro-6-fluoro-4-nitrophenoxy)-2-fluoroaniline ClC1=C(OC=2C=CC(=C(N)C2)F)C(=CC(=C1)[N+](=O)[O-])F